tert-butyl (2S)-2-[[3-[(E)-2-fluoro-2-methylsulfonyl-vinyl]azetidine-1-carbonyl]-methyl-amino]-3-methyl-butanoate F\C(=C/C1CN(C1)C(=O)N([C@H](C(=O)OC(C)(C)C)C(C)C)C)\S(=O)(=O)C